2-chloro-9-[[4-[1-isopropyl-4-(trifluoromethyl)imidazol-2-yl]phenyl]methyl]-7H-purin-8-imine ClC1=NC=C2NC(N(C2=N1)CC1=CC=C(C=C1)C=1N(C=C(N1)C(F)(F)F)C(C)C)=N